4-(chloromethyl)-2-methylthiophene ClCC=1C=C(SC1)C